BrC1=C(C=C(C=C1)C(C)O[Si](C)(C)C(C)(C)C)C (1-(4-Bromo-3-methylphenyl)ethoxy)(tert-butyl)dimethylsilane